FC=1C=NC(N(C1)C1=CC=C(C=C1)OC(F)(F)F)N1C(=NC2=C1C=CC=C2)C 5-fluoro-2-(2-methyl-1H-benzimidazol-1-yl)-N-[4-(trifluoromethoxy)phenyl]pyrimidine